ClC=1C=C(C=CC1)NC1=NC=C(C(=N1)NC1CCNCC1)C1=COC=C1 N2-(3-chlorophenyl)-5-(furan-3-yl)-N4-(piperidin-4-yl)pyrimidine-2,4-diamine